C(C1=CC=CC=C1)O[C@@](CCC=C)(C(F)(F)F)C1=NN=C(O1)C1=C(C=C(C(=N1)NC(C(=O)OCC)CC=C)C(F)(F)F)N(C(=O)OC(C)(C)C)C(=O)OC(C)(C)C Ethyl 2-[[6-[5-[(1R)-1-benzyloxy-1-(trifluoromethyl)pent-4-enyl]-1,3,4-oxadiazol-2-yl]-5-[bis(tert-butoxycarbonyl)amino]-3-(trifluoromethyl)-2-pyridyl]amino]pent-4-enoate